BrC1=C(C=C2C(=C(C=NC2=C1F)[N+](=O)[O-])NC1CN(C1)C(=O)[O-])Cl 3-((7-bromo-6-chloro-8-fluoro-3-nitroquinoline-4-yl)amino)azetidine-1-carboxylate